1-ethyl-1,5-dimethyl-4-hexenyl phthalate C(C=1C(C(=O)[O-])=CC=CC1)(=O)OC(CCC=C(C)C)(C)CC